ClC=1C(=C(C=CC1)C1=NN2C(C(CCC2)NCCO[Si](C(C)C)(C(C)C)C(C)C)=C1)C 2-(3-chloro-2-methyl-phenyl)-N-(2-triisopropylsilyloxyethyl)-4,5,6,7-tetrahydropyrazolo[1,5-a]pyridin-4-amine